C(C)(=O)NC(C(=O)O)CS 2-acetamido-3-sulfanylpropanoic acid